1-(1H-indazol-5-yl)-3-(6-(4-isopropyl-4H-1,2,4-triazol-3-yl)pyridin-2-yl)urea N1N=CC2=CC(=CC=C12)NC(=O)NC1=NC(=CC=C1)C1=NN=CN1C(C)C